[N+](#[C-])C1=CC=CC=C1 1-ISOCYANOBENZENE